O1C(=CC2=C1C=CC=C2)C2=NC1=CC=C(C=C1C(N2)=O)OC (benzofuran-2-yl)-6-methoxyquinazolin-4(3H)-one